(2R,3S,4R,5S)-N-(4-carbamoyl-2-methoxyphenyl)-3-(3-chloro-2-fluorophenyl)-4-(4-chlorophenyl)-4-(methylsulfonyl)-5-neopentylpyrrolidine-2-carboxamide C(N)(=O)C1=CC(=C(C=C1)NC(=O)[C@@H]1N[C@H]([C@]([C@H]1C1=C(C(=CC=C1)Cl)F)(S(=O)(=O)C)C1=CC=C(C=C1)Cl)CC(C)(C)C)OC